3-morpholino-1-(4-(pentylthio)phenyl)propan-1-one O1CCN(CC1)CCC(=O)C1=CC=C(C=C1)SCCCCC